C(C=C)[Si](O[Si](CC=C)(O[Si](C)(C)C)O[Si](C)(C)C)(O[Si](C)(C)C)O[Si](C)(C)C 1,3-diallyltetrakis(trimethyl-siloxy)disiloxane